7-(2-cyclopropyl-6,7-dihydrothiazolo[5,4-c]pyridin-5(4H)-yl)-2-((2,2-difluorocyclopropyl)methyl)-5,6-dimethyl-[1,2,4]triazolo[4,3-a]pyrimidin-3(2H)-one C1(CC1)C=1SC=2CN(CCC2N1)C1=NC=2N(C(=C1C)C)C(N(N2)CC2C(C2)(F)F)=O